methyl (2R,4R)-4-((6-((1-(tert-butoxycarbonyl)-5-methyl-1H-pyrazol-3-yl)amino)-3-fluoropyridin-2-yl)methyl)-2-methyl-1-((2-(trifluoromethyl)phenyl)sulfonyl)piperidine-4-carboxylate C(C)(C)(C)OC(=O)N1N=C(C=C1C)NC1=CC=C(C(=N1)C[C@@]1(C[C@H](N(CC1)S(=O)(=O)C1=C(C=CC=C1)C(F)(F)F)C)C(=O)OC)F